FC1=CC=C2C(C(NC2=C1)=O)=O 6-fluoro-indole-2,3-dione